C(C)(C)(C)OC(NC1=CC(=C(C=C1)OC1=CC(=NC=C1)N1CC(CC1)C(F)(F)F)Cl)=O.C(#N)C(C(=O)N(C1CCOCC1)CC)=C 2-cyano-N-ethyl-N-(tetrahydro-2H-pyran-4-yl)acrylamide tert-Butyl-N-[3-chloro-4-[[2-[3-(trifluoromethyl)pyrrolidin-1-yl]-4-pyridyl]oxy]phenyl]carbamate